1-methylcarbonyl-4-(1-methyltelluro-ethyl)benzene CC(=O)C1=CC=C(C=C1)C(C)[Te]C